ClC=1C(=C(C=CC1)C1C(OC(C1C)(C(F)(F)F)C)O)OC 3-(3-chloro-2-methoxyphenyl)-4,5-dimethyl-5-(trifluoromethyl)tetrahydrofuran-2-ol